ClC=1C(=C(C=C2C=C(N=CC12)NC=1C=C2C(N(C(C2=CC1)=O)C)(C)C)C1=C(C2=C(OCCN2C(=O)[O-])N=C1)C)F 7-(8-Chloro-7-fluoro-3-((2,3,3-trimethyl-1-oxoisoindolin-5-yl)amino)isoquinolin-6-yl)-8-Methyl-2,3-dihydro-1H-pyrido[2,3-b][1,4]oxazine-1-carboxylate